2-{6-[(1,3-Benzothiazol-2-yl)amino]-1,2,3,4-tetrahydroquinolin-1-yl}-1,3-thiazole S1C(=NC2=C1C=CC=C2)NC=2C=C1CCCN(C1=CC2)C=2SC=CN2